carbamoylsulfonylglycine C(N)(=O)S(=O)(=O)NCC(=O)O